2-(4-hydroxy-3-methoxyphenyl)-ethylamide OC1=C(C=C(C=C1)CC[NH-])OC